(2-((5-cyanopyridin-3-yl)methoxy)-4-(((2-methyl-[1,1'-biphenyl]-3-yl)methyl)amino)benzyl)-D-serine C(#N)C=1C=C(C=NC1)COC1=C(CN[C@H](CO)C(=O)O)C=CC(=C1)NCC=1C(=C(C=CC1)C1=CC=CC=C1)C